FC=1C=CC=C2C(C(N(C12)CC1=CC=C(C[Se]C(N)=N)C=C1)=O)=O 2-[4-(7-Fluoro-2,3-dioxo-2,3-dihydroindol-1-ylmethyl)benzyl]isoselenourea